(2S,4R)-4-hydroxy-1-((S)-2-(1-oxoisoindolin-2-yl)propionyl)pyrrolidine-2-carboxylic acid O[C@@H]1C[C@H](N(C1)C([C@H](C)N1C(C2=CC=CC=C2C1)=O)=O)C(=O)O